CC1=CC=CC(=N1)C1=C(N=CN1)C=1C=C2C=C(C=NC2=CC1)C(=O)OCCCC1CNC1 3-(azetidin-3-yl)propyl 6-[5-(6-methyl-2-pyridyl)-1H-imidazol-4-yl]quinoline-3-carboxylate